1-(2-fluoro-6-morpholino-3-(4,4,5,5-tetramethyl-1,3,2-dioxaborolan-2-yl)phenyl)-N,N-dimethylmethanamine FC1=C(C(=CC=C1B1OC(C(O1)(C)C)(C)C)N1CCOCC1)CN(C)C